3-(octadecyloxy)-2,2-bis((octadecyloxy)methyl)propan-1-ol C(CCCCCCCCCCCCCCCCC)OCC(CO)(COCCCCCCCCCCCCCCCCCC)COCCCCCCCCCCCCCCCCCC